OC(CC(O)C(CO)(CO)CO)(O)O tri-hydroxyethyl-pentaerythritol